1-methyl-3-(2-chloro-4-pyrimidinyl)-5-iodoindole CN1C=C(C2=CC(=CC=C12)I)C1=NC(=NC=C1)Cl